CC1(OC[C@@H](O1)[C@]1([C@H]([C@@H]2[C@@H](OC(O2)(C)C)O1)OCC1=CC2=CC=CC=C2C=C1)COCC1=CC2=CC=CC=C2C=C1)C (3aR,5S,6S,6aR)-5-((R)-2,2-dimethyl-1,3-dioxolan-4-yl)-2,2-dimethyl-6-(naphthalen-2-ylmethoxy)-5-((naphthalen-2-ylmethoxy)methyl)tetrahydrofuro[2,3-d][1,3]dioxole